FC(C1=NC(=NO1)C=1C=C(C(=O)OCC)C=CC1)(F)F Ethyl 3-(5-(trifluoromethyl)-1,2,4-oxadiazol-3-yl)benzoate